2-(2-cyanopyridin-4-yl)thiazole-5-carboxylic acid C(#N)C1=NC=CC(=C1)C=1SC(=CN1)C(=O)O